FC1=CC2=C(CN(CCS2(=O)=O)C2=CC(=C(C(=C2)C)C(C(=O)N)C(C)(C)C)C)C=C1 (4-(8-fluoro-1,1-dioxo-2,3-dihydrobenzo[f][1,4]thiazepin-4(5H)-yl)-2,6-dimethylphenyl)-3,3-dimethylbutyramide